4,6-bis-(2,4,6-trihydroxybenzyl)-2,4-dimethyl-phenol OC1=C(CC2(CC(=C(C(=C2)CC2=C(C=C(C=C2O)O)O)O)C)C)C(=CC(=C1)O)O